C(C)(C)(C)OC(NC1(CC1)COC=1C(=C2CC(CC2=C(C1)F)C=O)F)=O N-[1-[(4,7-difluoro-2-formyl-2,3-dihydro-1H-inden-5-yl)oxymethyl]cyclopropyl]carbamic acid tert-butyl ester